5-amino-2,3-dihydro-1H-isoindol-1-one NC=1C=C2CNC(C2=CC1)=O